C(C1=CC=CC=C1)OCC1=NN=C(N1CCO[Si](C)(C)C(C)(C)C)C(F)(F)F 3-(Benzyloxymethyl)-4-(2-(tert-butyldimethylsilyloxy)ethyl)-5-(trifluoromethyl)-4H-1,2,4-triazole